1-(2-(dimethylamino)ethyl)piperidine-4-carboxylic acid CN(CCN1CCC(CC1)C(=O)O)C